7-(3-(3-methyl-1H-pyrazolo[3,4-b]pyridin-5-yl)imidazo[1,2-b]pyridazin-6-yl)-2-oxa-7-azaspiro[3.5]nonane CC1=NNC2=NC=C(C=C21)C2=CN=C1N2N=C(C=C1)N1CCC2(COC2)CC1